4-(8-fluoro-6-methoxyquinolin-3-yl)morpholine FC=1C=C(C=C2C=C(C=NC12)N1CCOCC1)OC